5,7-dichloro-2-(3-cyclopropylprop-2-ynyl)-1-oxo-1,2,3,4-tetrahydroisoquinoline ClC1=C2CCN(C(C2=CC(=C1)Cl)=O)CC#CC1CC1